ditertbutylphosphite C(C)(C)(C)OP(OC(C)(C)C)[O-]